4-[(2R,5S)-5-Methyl-2-piperidyl]-N-(2,2,2-trifluoroethyl)aniline C[C@H]1CC[C@@H](NC1)C1=CC=C(NCC(F)(F)F)C=C1